N1=CC=NC2=CC(=CC=C12)C(=O)N1C(OCC1)=O 3-(quinoxaline-6-carbonyl)oxazolidin-2-one